S(=O)(=O)(C1=CC=C(C)C=C1)C#N tosyl cyanide